FC1=C(OC2=CC=C(C=C2)C(C)(C2=CC=C(C=C2)OC2=C(C(=C(C(=C2F)F)F)F)F)C2=CC=C(C=C2)C(C)(C2=CC=C(C=C2)C(C)(C2=CC=C(C=C2)OC2=C(C(=C(C(=C2F)F)F)F)F)C2=CC=C(C=C2)OC2=C(C(=C(C(=C2F)F)F)F)F)C2=CC=C(C=C2)C(C)(C2=CC=C(C=C2)OC2=C(C(=C(C(=C2F)F)F)F)F)C2=CC=C(C=C2)OC2=C(C(=C(C(=C2F)F)F)F)F)C(=C(C(=C1F)F)F)F 1,1,1-tris(4-(1,1-bis(4-(perfluorophenoxy)phenyl)ethyl)phenyl)ethane